BrC1C=CCCC1 3-Bromo-cyclohexen